N-{3-Fluoro-4-[6-methoxy-7-(3-piperidin-1-yl-propoxy)-quinolin-4-yloxy]-phenyl}-N'-phenethyl-oxalamide FC=1C=C(C=CC1OC1=CC=NC2=CC(=C(C=C12)OC)OCCCN1CCCCC1)NC(C(=O)NCCC1=CC=CC=C1)=O